FC(C1=CC(=NC=C1)C1=C(C(=O)N)C=CC=C1)(F)F (4-(trifluoromethyl)pyridin-2-yl)benzamide